O1N(CCCC1)CC(=O)OC methyl 2-(1,2-oxazinan-2-yl)acetate